FC1=C(C=CC=C1F)C1CN(CC12CCC2)C(=O)C2=CC(=NO2)O (8-(2,3-difluorophenyl)-6-azaspiro[3.4]octan-6-yl)(3-hydroxyisoxazol-5-yl)methanone